pyrrolidin-3-one-O-methyl oxime CON=C1CNCC1